O=C1NC(CCC1C1=CC(=C(C=C1)N1CCC(CC1)(O)CC(=O)O)F)=O 2-(1-(4-(2,6-dioxopiperidin-3-yl)-2-fluorophenyl)-4-hydroxypiperidin-4-yl)acetic acid